FC=1C=C(C=C(C1)F)[C@@H]1CC[C@H]2OC3(C(N21)=O)CCN(CC3)C(=O)C3=NC=CC(=C3)F (5'S,7a'R)-5'-(3,5-difluorophenyl)-1-(4-fluoropyridine-2-carbonyl)tetrahydro-3'H-spiro[piperidine-4,2'-pyrrolo[2,1-b][1,3]oxazol]-3'-one